4-chloro-6-((4,4-difluorocyclohexyl)amino)pyrimidine-2-carbothioamide Trilauryl-phosphite C(CCCCCCCCCCC)OP(OCCCCCCCCCCCC)OCCCCCCCCCCCC.ClC1=NC(=NC(=C1)NC1CCC(CC1)(F)F)C(N)=S